FC(C(C(F)(F)F)OC(=O)N1CCN(CC1)CC1=C(C(=C(C=C1)C)F)OCC(=O)NS(=O)(=O)C)(F)F 4-(3-fluoro-4-methyl-2-(2-(methylsulfonamido)-2-oxoethoxy)benzyl)piperazine-1-carboxylic acid 1,1,1,3,3,3-hexafluoropropan-2-yl ester